C(CCCCCCCCCCCCCCC)(=O)OCCCCCC hexanyl hexadecanoate